(R)-6-bromo-7-chloro-1-methyl-2,3-dihydro-1H-benzo[d]pyrrolo[1,2-a]imidazole BrC=1C(=CC2=C(N=C3N2[C@@H](CC3)C)C1)Cl